NC1=NC=2C=C(C(=CC2C2=C1C=NN2C)C(=O)O)COC 4-amino-7-methoxymethyl-1-methyl-1H-pyrazolo[4,3-c]quinoline-8-carboxylic acid